FC1(CN(C1)C1=CC=2OCC[C@H]3N(C2N=C1)CCNC3)F (R)-3-(3,3-difluoroazetidin-1-yl)-6,7,7a,8,10,11-hexahydro-9H-pyrazino[1,2-d]pyrido[3,2-b][1,4]oxazepin